C(CC)(=O)O[C@H]1CC[C@@H]2[C@@]1(CC[C@@H]1[C@]3(CCC=4N=C(SC4C3=CC[C@@H]21)NC2=C(C=C(C=C2)F)F)C)C (5aR,5bS,7aS,8S,10aS,10bR)-2-((2,4-difluorophenyl)amino)-5a,7a-dimethyl-5,5a,5b,6,7,7a,8,9,10,10a,10b,11-dodecahydro-4H-cyclopenta[7,8]phenanthro[2,1-d]thiazol-8-yl propionate